l-3-amino-4-(2,4-dichlorophenyl)butanoic acid NC(CC(=O)O)CC1=C(C=C(C=C1)Cl)Cl